8,9,10,11-tetrachloro-12H-isoindolo[2,1-A]perimidine-12-one ClC1=C(C(=C(C=2C(N3C(=NC4=CC=CC5=CC=CC3=C45)C12)=O)Cl)Cl)Cl